5,6-difluoro-4'-(trifluoromethyl)[1,1'-biphenyl]-2-carboxylic acid FC1=CC=C(C(=C1F)C1=CC=C(C=C1)C(F)(F)F)C(=O)O